4-[[(3R)-1-tert-Butoxycarbonylpyrrolidin-3-yl]amino]-2-chloro-pyrimidine-5-carboxylic acid ethyl ester C(C)OC(=O)C=1C(=NC(=NC1)Cl)N[C@H]1CN(CC1)C(=O)OC(C)(C)C